tert-Butyl (S)-(1-((4-fluorobenzyl)amino)-4-(methylthio)-1-oxobutan-2-yl)carbamate FC1=CC=C(CNC([C@H](CCSC)NC(OC(C)(C)C)=O)=O)C=C1